NCCCN1C=C(C2=CC(=CC=C12)CN1CCN(CC1)C(COC=1C=C2CCCN(C2=CC1)C(CCl)=O)=O)C1=CC=C(C=C1)OC(F)(F)F 1-(4-((1-(3-aminopropyl)-3-(4-(trifluoromethoxy)phenyl)-1H-indol-5-yl)methyl)piperazin-1-yl)-2-((1-(2-chloroacetyl)-1,2,3,4-tetrahydroquinolin-6-yl)oxy)ethan-1-one